C(C)(C)NC(=O)N1CCC(CC1)(C(=O)O)C 1-(Isopropylcarbamoyl)-4-methylpiperidine-4-carboxylic acid